FC1(CCN(CC1)C=1C=C(C=C2C=CN=NC12)C=1N=NN(C1)C1=C(C=C(C=C1)NS(=O)(=O)CCO)N1CCC2(CC2)CC1)F N-(4-(4-(8-(4,4-difluoropiperidin-1-yl)cinnolin-6-yl)-1H-1,2,3-triazol-1-yl)-3-(6-azaspiro[2.5]octan-6-yl)phenyl)-2-hydroxyethane-1-sulfonamide